C(CCC)OP(OCCCC)OCCCC tributyloxyphosphorus